COC=1C(=NC(=NC1)NC1=CC=C(C(=O)NC2=C(C=CC(=C2)CN2CCN(CC2)C)C)C=C1)C1=CC=C(C=C1)OC(F)(F)F 4-[5-Methoxy-4-(4-trifluoromethoxy-phenyl)-pyrimidin-2-ylamino]-N-[2-methyl-5-(4-methyl-piperazin-1-ylmethyl)-phenyl]-benzamid